1-{4-acetyl-hexahydro-2H-furo[3,2-b]pyrrole-6-carbonyl}-4-fluoro-N-{phenyl[4-(propan-2-yl)phenyl]methyl}pyrrolidine-2-carboxamide C(C)(=O)N1C2C(C(C1)C(=O)N1C(CC(C1)F)C(=O)NC(C1=CC=C(C=C1)C(C)C)C1=CC=CC=C1)OCC2